ClC=1C(NC(N(C1)[C@H]1C[C@@H]([C@H](O1)OCP(O)(O)=O)I)=O)=O ((((2R,3S,5R)-5-(5-chloro-2,4-dioxo-3,4-dihydropyrimidin-1(2H)-yl)-3-iodotetrahydrofuran-2-yl)oxy)methyl)phosphonic acid